C(C1=CC=CC=C1)N1CCC(CC1)(O)C=1C=CC=2C(NC3=CC=CC1C23)=O 5-(1-benzyl-4-hydroxy-4-piperidyl)-1H-benzo[cd]indol-2-one